8-(1-bromoethyl)-2-(4,4-dimethylpiperidin-1-yl)-3,6-dimethylquinazolin-4(3H)-one BrC(C)C=1C=C(C=C2C(N(C(=NC12)N1CCC(CC1)(C)C)C)=O)C